Cetylamin C(CCCCCCCCCCCCCCC)N